tert-butyl 7-bromo-4-(trifluoromethyl)-1H-indole-1-carboxylate BrC=1C=CC(=C2C=CN(C12)C(=O)OC(C)(C)C)C(F)(F)F